neopentyl ((((2S)-3-oxo-1-azabicyclo[2.2.1]heptan-2-yl)methoxy)(phenoxy)phosphoryl)-L-alaninate O=C1[C@@H](N2CCC1C2)COP(=O)(OC2=CC=CC=C2)N[C@@H](C)C(=O)OCC(C)(C)C